(1R,4S)-1-(hydroxymethyl)-5-((1-methyl-1H-pyrazol-3-yl)methyl)-6-oxo-2,5-diazabicyclo[2.2.1]Heptane-2-carboxylic acid tert-butyl ester C(C)(C)(C)OC(=O)N1[C@@]2(C(N([C@H](C1)C2)CC2=NN(C=C2)C)=O)CO